ClC1=C(C=CC=C1)N1NC=2C(=C(N(C(C2)=O)CC2=CC=NC=C2)C2=C(C=CC=C2F)F)C1=O 2-(2-chlorophenyl)-4-(2,6-difluorophenyl)-5-(pyridin-4-ylmethyl)-1H-pyrazolo[4,3-c]pyridine-3,6(2H,5H)-dione